Cl.C(C)(C)(C)OC([C@H](CC1=CC=C(C=C1)N1C(CN(CC1)C(C)C)=O)N)=O (S)-2-amino-3-(4-(4-isopropyl-2-oxopiperazin-1-yl)phenyl)propanoic acid tert-butyl ester hydrochloride